CC=1OC2=CC(=CC(=C2C(C1)=O)C)O 2,5-dimethyl-7-hydroxychromone